ethyl-[4-(2,3-dichlorobenzenesulfonylamino)-1-piperidinyl] benzothiazole-6-carboxylate S1C=NC2=C1C=C(C=C2)C(=O)ON2C(CC(CC2)NS(=O)(=O)C2=C(C(=CC=C2)Cl)Cl)CC